N-(4-((methylamino)methyl)phenyl)-3-(1H-pyrrolo[2,3-b]pyridin-5-yl)pyrazolo[1,5-a]pyridine-5-carboxamide CNCC1=CC=C(C=C1)NC(=O)C1=CC=2N(C=C1)N=CC2C=2C=C1C(=NC2)NC=C1